2-(5-hexenyl)tetrahydrospiro[cyclopentane-1,3'-pyrrolo[1,2-c]imidazol]-1'(2'H)-one C(CCCC=C)C1CCCC12NC(C1N2CCC1)=O